(3S)-3-(4-chlorophenyl)-3-[(1R)-1-(4-chlorophenyl)-7-fluoro-5-[(1R)-1-hydroxy-1-(oxan-4-yl)propyl]-1-methoxy-3-oxo-2,3-dihydro-1H-isoindol-2-yl]propanoic acid ClC1=CC=C(C=C1)[C@H](CC(=O)O)N1[C@@](C2=C(C=C(C=C2C1=O)[C@@](CC)(C1CCOCC1)O)F)(OC)C1=CC=C(C=C1)Cl